FC=1C=C(C(=O)OC)C=CC1C=O Methyl 3-fluoro-4-formyl-benzoate